C(C)N1C=NC2=C1N=NC=C2C2=CC(=C(C=C2)F)C=2C(=NC(=C(C2)F)SCC)OC 7-ethyl-4-(3-(6-(ethylsulfanyl)-5-fluoro-2-methoxypyridin-3-yl)-4-fluorophenyl)-7H-imidazo[4,5-c]pyridazine